5-fluoro-7-{1-[1-(triphenylmethyl)imidazol-4-yl]vinyl}-2,3-dihydro-1H-indene-1-ol FC=1C=C2CCC(C2=C(C1)C(=C)C=1N=CN(C1)C(C1=CC=CC=C1)(C1=CC=CC=C1)C1=CC=CC=C1)O